isonicotinic acid anion C(C1=CC=NC=C1)(=O)[O-]